(R)-1-(4-(6-chloro-8-fluoro-7-(2-fluoro-6-hydroxyphenyl)-2-(2-(pyridin-2-yl)ethoxy)quinazolin-4-yl)piperazin-1-yl)prop-2-en-1-one ClC=1C=C2C(=NC(=NC2=C(C1C1=C(C=CC=C1O)F)F)OCCC1=NC=CC=C1)N1CCN(CC1)C(C=C)=O